OC1=C(C=CC=C1C(=O)O)C1=CC(=CC=C1)[N+](=O)[O-] hydroxy-3'-nitrobiphenyl-3-carboxylic acid